C(C1=CC(=C(C(=C1)C(C)(C)C)O)C(C)(C)C)C1=CC(=C(C(=C1)C(C)(C)C)O)C(C)(C)C 4,4'-methylenebis[2,6-bis(1,1-dimethylethyl)phenol]